C(OC1CC(C1)(C=1C(=NC=CC1)OC(F)(F)F)O)(OC1=CC=C(C=C1)[N+](=O)[O-])=O (1r,3r)-3-hydroxy-3-(2-(trifluoromethoxy)pyridin-3-yl)cyclobutyl (4-nitrophenyl) carbonate